1-tert-butyl 18-(perfluorophenyl) octadecanedioate C(CCCCCCCCCCCCCCCCC(=O)OC1=C(C(=C(C(=C1F)F)F)F)F)(=O)OC(C)(C)C